(2-cyclopropyl-3H-imidazo[4,5-b]pyridin-7-yl)-N-(2,2,2-trifluoroethyl)-1H-pyrazole-1-carboxamide C1(CC1)C1=NC=2C(=NC=CC2C2=NN(C=C2)C(=O)NCC(F)(F)F)N1